5-amino-2-(2-amino-1-tetrahydrofuran-3-yl-ethyl)-8-(2,6-dimethyl-4-pyridyl)-7-phenyl-[1,2,4]triazolo[4,3-c]pyrimidin-3-one NC1=NC(=C(C=2N1C(N(N2)C(CN)C2COCC2)=O)C2=CC(=NC(=C2)C)C)C2=CC=CC=C2